C(#N)CN1N=CC(=C1)C1=CN2C(S1)=C(C=N2)C(=O)NC=2C(=NC=C(C2)NC(CN2CC(C2)(C)C)=O)C 2-(1-(cyanomethyl)-1H-pyrazol-4-yl)-N-(5-(2-(3,3-dimethylazetidin-1-yl)acetamido)-2-methylpyridin-3-yl)pyrazolo[5,1-b]thiazole-7-carboxamide